4-{[3-(4-{[(3R,4S)-3-fluoro-1-(2-hydroxyethyl)piperidin-4-yl]amino}-1-(2,2,2-trifluoroethyl)-1H-indol-2-yl)prop-2-yn-1-yl]amino}-3-methoxybenzoic acid F[C@@H]1CN(CC[C@@H]1NC1=C2C=C(N(C2=CC=C1)CC(F)(F)F)C#CCNC1=C(C=C(C(=O)O)C=C1)OC)CCO